C(#N)C1=C(C=CC=C1)[C@H](CC)C=1C(=NN(C1)C)N(C(C)=O)C (1S,2S)-1-(2-cyanophenyl)-1-(1-methyl-3-(N-methylacetamido)-1H-pyrazol-4-yl)propan